ClC=1C=C(C=CC1)NC(NC1=C(C(=O)NC)C=CC(=C1)OC(F)(F)F)=O 2-[3-(3-chlorophenyl)ureido]-4-trifluoromethoxy-N-methylbenzamide